(Z)-3-((3-butyl-7-(ethylsulfanyl)-2-methyl-1,1-dioxido-5-phenyl-2,3,4,5-tetrahydro-1,2,5-benzothiadiazepin-8-yl)oxy)-2-fluoroacrylic acid C(CCC)C1N(S(C2=C(N(C1)C1=CC=CC=C1)C=C(C(=C2)O\C=C(\C(=O)O)/F)SCC)(=O)=O)C